2-(4-cyanophenyl)-N-((S)-2,2-dicyclopropyl-1-(5-((S)-2-methoxy-1-((S)-2-oxo-4-(trifluoromethyl)imidazolidin-1-yl)ethyl)benzo[d]oxazol-2-yl)ethyl)-2,2-difluoro-acetamide C(#N)C1=CC=C(C=C1)C(C(=O)N[C@@H](C(C1CC1)C1CC1)C=1OC2=C(N1)C=C(C=C2)[C@@H](COC)N2C(N[C@@H](C2)C(F)(F)F)=O)(F)F